4-((4-(4-(4-chloro-7,7-dimethyl-5-oxo-5,7-dihydroindolo[1,2-a]quinazolin-9-yl)piperidin-1-yl)cyclohexyl)amino)-2-(2,6-dioxopiperidin-3-yl)isoindoline-1,3-dione ClC=1C=2C(N=C3N(C2C=CC1)C1=CC=C(C=C1C3(C)C)C3CCN(CC3)C3CCC(CC3)NC3=C1C(N(C(C1=CC=C3)=O)C3C(NC(CC3)=O)=O)=O)=O